(S)-3-chloro-N-(pyrrolidin-3-yl)quinolin-5-amine hydrochloride Cl.ClC=1C=NC=2C=CC=C(C2C1)N[C@@H]1CNCC1